5-(5-chloro-2-fluorophenyl)-N-[4-(cyanomethoxy)-2,5-difluorophenyl]-1H-pyrrole-3-sulfonamide ClC=1C=CC(=C(C1)C1=CC(=CN1)S(=O)(=O)NC1=C(C=C(C(=C1)F)OCC#N)F)F